CC1=C(C(=CC=C1)C)C1=NC=2NS(C3=CC=CC(C(NC4CCNCC4OC(=C1)N2)=O)=C3)(=O)=O 20-(2,6-Dimethylphenyl)-2-oxa-16λ6-thia-5,9,17,19,22-pentaazatetracyclo[16.3.1.111,15.03,8]tricosa-1(21),11(23),12,14,18(22),19-hexaene-10,16,16-trione